C(C)(C)(C)OC(=O)NCCCCC(C)NC1=C(C(=O)O)C=CC=C1[N+](=O)[O-] 2-((6-((tert-butoxycarbonyl)amino)hexan-2-yl)amino)-3-nitrobenzoic acid